CP(C)OC1=C(C(=CC=C1C)C=1C=C2C(=NC1)NC=C2CC)F (3-(3-Ethyl-1H-pyrrolo[2,3-b]pyridin-5-yl)-2-fluoro-6-methylphenyl) dimethylphosphino oxide